C(C)S(=O)(=O)C1=CC=C(CNC(=O)C=2C=C3C(=NC2)[C@@H](N(C3)C(=O)OC(C)(C)C)C(C)C)C=C1 tert-butyl (S)-3-((4-(ethylsulfonyl)benzyl)carbamoyl)-7-isopropyl-5,7-dihydro-6H-pyrrolo[3,4-b]pyridine-6-carboxylate